CN(C1CC(C1)OC1=C(C=C(C=N1)NC1=NC=CC(=N1)NC=1C=NC2=CC=CC=C2C1)OC)C N2-(6-((1s,3s)-3-(dimethylamino)cyclobutoxy)-5-methoxypyridin-3-yl)-N4-(quinolin-3-yl)pyrimidine-2,4-diamine